C1(CC1)C=1C=C(O[C@H]2CC3(CN(C3)C(=O)C3CC(C3)(C)O)CC2)C=CC1C |r| (rac)-(6-(3-Cyclopropyl-4-methylphenoxy)-2-azaspiro[3.4]octan-2-yl)((1s,3s)-3-hydroxy-3-methylcyclobutyl)methanon